3-(2-oxo-propoxy)-4-(trifluoromethyl)benzonitrile O=C(COC=1C=C(C#N)C=CC1C(F)(F)F)C